FC1=C(C(=O)Cl)C=C(C=C1F)O 2,3-difluoro-5-hydroxy-benzoyl chloride